N-methyl-N-(p-tolyl)acetamide CN(C(C)=O)C1=CC=C(C=C1)C